C(CC)NC(O[C@@H]1C[C@@H](CC1)C1=CC(=NN1)NC(=O)C1=CC(=NC=C1)C)=O (1S,3R)-3-(3-{[(2-methyl-pyridin-4-yl)carbonyl]-amino}-1H-pyrazol-5-yl)cyclopentyl propyl-carbamate